C(C=C)OC1(CC(=CC=C1)C(CCC)CCCCC)O.[NH4+] ammonium 1-allyloxy-3-4-nonylphenol